7-(1-cyclohexyl-1H-pyrazol-4-yl)-N-(6-(4-isopropyl-4H-1,2,4-triazol-3-yl)pyridin-2-yl)-1,2-dimethyl-1H-indole-3-carboxamide C1(CCCCC1)N1N=CC(=C1)C=1C=CC=C2C(=C(N(C12)C)C)C(=O)NC1=NC(=CC=C1)C1=NN=CN1C(C)C